4-bromobutyltriethylammonium chloride [Cl-].BrCCCC[N+](CC)(CC)CC